N-(2-hydroxyethyl)-1,2-ethylenediamine OCCNCCN